9-(((2-bromo-6-chloropyridin-3-yl)amino)methyl)-3-ethyl-4,7-dimethyl-3,4-dihydro-5H-pyrazolo[3,4-C]isoquinolin-5-one BrC1=NC(=CC=C1NCC=1C=2C3=C(N(C(C2C=C(C1)C)=O)C)N(N=C3)CC)Cl